C(C)(C)C=1C(=NNC1C=1C=C(C=2N(C1)N=CN2)OC)C=2SC(=C(N2)C)N2[C@@H](CN(CC2)CCOC)C (R)-2-(4-isopropyl-5-(8-methoxy-[1,2,4]triazolo[1,5-a]pyridin-6-yl)-1H-pyrazol-3-yl)-5-(4-(2-methoxyethyl)-2-methylpiperazin-1-yl)-4-methylthiazole